Cl.N[C@H](C[S-])CC[S-] (S)-2-aminobutane-1,4-dithiolate hydrochloride